C(C1=CC=CC=C1)OP(OCC1=CC=CC=C1)O.O1C(CCCC1)OCCCCP(OCC1=CC=CC=C1)(OCC1=CC=CC=C1)=O Dibenzyl (4-(tetrahydropyran-2-yloxy)butyl)phosphonate Dibenzyl-phosphite